1-ethyl-3,3-dimethyl-3H-indol-1-ium trifluoroacetate FC(C(=O)[O-])(F)F.C(C)[N+]1=CC(C2=CC=CC=C12)(C)C